ClC1=C(C=C(C=C1)N1CC(C2=NC(=CC=C21)C(=O)N2C[C@@H]1C([C@@H]1C2)CC(=O)O)(C)C)F 2-((1R,5S,6S)-3-(1-(4-chloro-3-fluorophenyl)-3,3-dimethyl-2,3-dihydro-1H-pyrrolo[3,2-b]pyridine-5-carbonyl)-3-azabicyclo[3.1.0]hex-6-yl)acetic acid